3-bromo-1H-pyrazole-1-carboxylic acid tert-butyl ester C(C)(C)(C)OC(=O)N1N=C(C=C1)Br